N1-(9,9-dimethyl-9H-fluoren-2-yl)-N4,N4-diphenyl-N1-(3',3',4',7'-tetramethyl-2',3'-dihydrospiro[fluorene-9,1'-inden]-2-yl)benzene-1,4-diamine CC1(C2=CC=CC=C2C=2C=CC(=CC12)N(C1=CC=C(C=C1)N(C1=CC=CC=C1)C1=CC=CC=C1)C1=CC2=C(C=C1)C1=CC=CC=C1C21CC(C2=C(C=CC(=C12)C)C)(C)C)C